5-[2-fluoro-6-hydroxy-4-[[(6-methyl-2-pyridinyl)amino]methyl]phenyl]-1,1-dioxo-1,2,5-thiadiazolidin-3-one FC1=C(C(=CC(=C1)CNC1=NC(=CC=C1)C)O)N1CC(NS1(=O)=O)=O